2-Methyl-2-propanyl (3R)-3-{[2-(benzylamino)-6-methyl-5-nitro-4-pyrimidinyl]amino}-1-piperidinecarboxylate C(C1=CC=CC=C1)NC1=NC(=C(C(=N1)N[C@H]1CN(CCC1)C(=O)OC(C)(C)C)[N+](=O)[O-])C